COC1=CC=C(C=C1)C=1C=CC=C2C=NC(=NC12)NC1=CC(=CC=C1)S(=O)(=O)C 8-(4-(methoxy)phenyl)-N-(3-methanesulfonylphenyl)quinazolin-2-amine